C(C)(C)(C)OC(=O)N1CCC=2C=3C(N(C(C2C1)=O)CC1=CC=C(C=C1)C(F)(F)F)=COC3 5-oxo-4-(4-trifluoromethylbenzyl)-4,5,8,9-tetrahydrofuro[3,4-c][2,7]naphthyridine-7(6H)-carboxylic acid tert-butyl ester